(4-fluorophenyl)tropane CN1[C@@H]2CCC[C@]1(CC2)C3=CC=C(C=C3)F